ClC1=NC=2N(C=C1)N=NC2 5-chloro-[1,2,3]triazolo[1,5-a]pyrimidine